FC1(OC2=C(O1)C=CC(=C2)N2CCN(CC2)C(=O)C=2C=CC(=C(CN1N=C3C(=CC=CC3=C1)C(=O)N)C2)F)F 2-(5-(4-(2,2-Difluorobenzo[d][1,3]dioxol-5-yl)piperazine-1-carbonyl)-2-fluorobenzyl)-2H-indazole-7-carboxamide